2-(3-(benzyloxy)-2-(hydroxymethyl)-4-methoxyphenyl)-N-(2-(4-(benzyloxy)-3-methoxybenzene-2-Yl)ethyl-1,1-d)acetamide C(C1=CC=CC=C1)OC=1C(=C(C=CC1OC)CC(=O)NC(CC1=CC=CC(=C1OC)OCC1=CC=CC=C1)([2H])[2H])CO